C(C)(C)(C)OC(=O)N1CCC2(CC2C(=O)OCC2=CC=CC=C2)CC1 6-azaspiro[2.5]octane-1,6-dicarboxylic acid 1-benzyl 6-(tert-butyl) ester